C(C)(C)(C)OC(=O)N1[C@@H](CN([C@H](C1)C)C1=NC=CC2=C1C(=CN2C2=NC=CC(=C2)C#N)C)C (2R,5S)-4-(1-(4-cyanopyridin-2-yl)-3-methyl-1H-pyrrolo[3,2-c]pyridin-4-yl)-2,5-dimethylpiperazine-1-carboxylic acid tert-butyl ester